COCC#CCN1N=CC2=CC(=CC=C12)C(=O)NC1=CC2=C(C=N1)C=C(N2)CN2[C@H](CCC2)C 1-(4-methoxybut-2-yn-1-yl)-N-(2-[[(2S)-2-methylpyrrolidin-1-yl]methyl]-1H-pyrrolo[3,2-c]pyridin-6-yl)indazole-5-carboxamide